C(C1=CC=CC=C1)(=O)[C@@]12[C@@](N(C=3C=CC=CC13)C(C)=O)(C[C@@H]2C2=NC=CC(=C2)C)C 1-((1S,2aS,7bR)-7b-benzoyl-2a-methyl-1-(4-methylpyridin-2-yl)-1,2,2a,7b-tetrahydro-3H-cyclobuta[b]indol-3-yl)ethan-1-one